C1CC12CCN(CC2)C2=C(C=1CCCC1C(=C2)Br)C(=O)NC2=NC(=CC=C2)N2CCC(CC2)(F)F 5-(6-azaspiro[2.5]oct-6-yl)-7-bromo-N-[6-(4,4-difluoropiperidin-1-yl)pyridin-2-yl]-2,3-dihydro-1H-indene-4-carboxamide